FC1=C(C=C(C(=C1)F)F)CC(=O)Cl 2-(2,4,5-trifluoro-phenyl)acetyl chloride